COC(=O)[C@@H]1[C@H]2CN([C@@H](CN1C(=O)OC(C)(C)C)CC2)CC2=CC=CC=C2 (1R,2S,5R)-6-benzyl-3,6-diazabicyclo[3.2.2]nonane-2,3-dicarboxylic acid 3-(tert-butyl) 2-methyl ester